N-(2-fluorophenyl)-N-(methyl-sulfonyl)glycine FC1=C(C=CC=C1)N(CC(=O)O)S(=O)(=O)C